N-((1r,4R)-4-((8-cyanoquinolin-5-yl)oxy)cyclohexyl)-6-((1R,5S,6R)-6-formyl-3-azabicyclo[3.1.0]hexane-3-yl)pyridazine-3-carboxamide C(#N)C=1C=CC(=C2C=CC=NC12)OC1CCC(CC1)NC(=O)C=1N=NC(=CC1)N1C[C@H]2C([C@H]2C1)C=O